NC1CCC(CC1)CNC1=CC(=C(C=C1)N1C[C@@H](O[C@@H](C1)C)C)OC N-(((1r,4R)-4-aminocyclohexyl)methyl)-4-((2S,6R)-2,6-dimethylmorpholino)-3-methoxyaniline